phosphoadenosin P(=O)(O)(O)O[C@H]1[C@@H](O[C@@H]([C@H]1O)CO)N1C=NC=2C(N)=NC=NC12